C(CCC)SC1=C(COC2=CC(=C(C=C12)[N+](=O)[O-])N(CC)CC)/C=C(\C#N)/C=1SC2=C(N1)C=CC(=C2)C(=O)O (E)-2-(2-(4-(butylsulfanyl)-7-(diethylamino)-6-nitro-2H-chromen-3-yl)-1-cyanovinyl)benzo[d]thiazole-6-carboxylic acid